tert-butyl N-[3-[(3,5-diaminobenzoyl)amino]propyl]carbamate NC=1C=C(C(=O)NCCCNC(OC(C)(C)C)=O)C=C(C1)N